5-[3-[(3R,9aS)-3-(3,4-dichlorophenyl)-3-hydroxy-1,4,6,7,9,9a-hexahydropyrazino[2,1-c][1,4]oxazine-8-carbonyl]-2-chloro-phenyl]-3H-oxazol-2-one ClC=1C=C(C=CC1Cl)[C@@]1(CN2[C@H](CO1)CN(CC2)C(=O)C=2C(=C(C=CC2)C2=CNC(O2)=O)Cl)O